COC1=CC(=C(C=C1NC1=NC=NC(=C1)N1OCC[C@@H]1C1=CC=CC2=CC=CC=C12)NC(C=C)=O)N1CCC(CC1)N1C[C@@H](OCC1)C N-(4-methoxy-2-(4-((S)-2-methylmorpholino)piperidine-1-yl)-5-((6-((R)-3-(naphthalene-1-yl)isoxazolidine-2-yl)pyrimidine-4-yl)amino)phenyl)acrylamide